4-[[3-(3-fluoro-4-methoxyphenyl)imidazo[1,2-a]pyrazin-8-yl]amino]-2-methyl-N-[2-(3-oxopiperazin-1-yl)ethyl]benzamide FC=1C=C(C=CC1OC)C1=CN=C2N1C=CN=C2NC2=CC(=C(C(=O)NCCN1CC(NCC1)=O)C=C2)C